OC(=O)C(F)(F)F.NCCCC(=O)OCC1=CC=CC=C1 benzyl 4-aminobutyrate TFA salt